BrC=1C(=CC(=NC1)C=1C=NC(=NC1)C(F)(F)F)CNC(=O)[C@@H]1C2CC(N1S(=O)(=O)C1=CC=C(C=C1)F)C2 (2S)-N-[[5-bromo-2-[2-(trifluoromethyl)pyrimidin-5-yl]-4-pyridyl]methyl]-3-(4-fluorophenyl)sulfonyl-3-azabicyclo[2.1.1]hexane-2-carboxamide